ClC1=C(C=CC(=C1)F)C(=O)N1CC2CCC(C1)N2C2=C(C(=CC=C2)C(F)(F)F)OCOC (2-chloro-4-fluoro-phenyl)-[8-[2-(methoxymethoxy)-3-(trifluoromethyl)phenyl]-3,8-diazabicyclo[3.2.1]octan-3-yl]methanone